1-(3-hydroxy-2-(5-p-tolyl-1H-imidazol-2-yl)piperidin-1-yl)-2-methylbutan-1-one OC1C(N(CCC1)C(C(CC)C)=O)C=1NC(=CN1)C1=CC=C(C=C1)C